β-hydroxybutyl-CoA OC(CSCCNC(CCNC([C@@H](C(COP(OP(OC[C@@H]1[C@H]([C@H]([C@@H](O1)N1C=NC=2C(N)=NC=NC12)O)OP(=O)(O)O)(=O)O)(=O)O)(C)C)O)=O)=O)CC